F[C@H](CNC(=O)C1=CC=2NC=3C=C(C=CC3C2N=C1NC(C)C)C1=CN=CS1)C(C)(C)O (R)-N-(2-fluoro-3-hydroxy-3-methylbutyl)(isopropylamino)-7-(thiazol-5-yl)-5H-pyrido[3,2-b]indole-3-carboxamide